O=C1CCN(CC1)C1=CC=C(S1)\C=C\1/C(=NOC1=O)C1=CC=CC=C1 (E)-4-((5-(4-oxopiperidin-1-yl)thiophen-2-yl)methylene)-3-phenylisoxazol-5(4H)-one